4,5-dibromo-3-iodothiophene-2-carboxylic acid BrC=1C(=C(SC1Br)C(=O)O)I